4-morpholinecarboxaldehyde N1(CCOCC1)C=O